C(#N)C=1C=C(C(=O)NC2=CC(=CC=C2)C2=CC3=C(N(C(=N3)COC)C)C=C2C(F)(F)F)C=CC1NC(\C=C\CNC1CCCCC1)=O (E)-3-cyano-4-(4-(cyclohexylamino)but-2-enoylamino)-N-(3-(2-(methoxymethyl)-1-methyl-6-(trifluoromethyl)-1H-benzo[d]imidazol-5-yl)phenyl)benzamide